((1S,4S,5S)-4-(2,6-dimethoxy-4-(2-methyl-3-propyloctan-2-yl)phenyl)-6,6-dimethylbicyclo[3.1.1]hept-2-en-2-yl)methanol COC1=C(C(=CC(=C1)C(C)(C(CCCCC)CCC)C)OC)[C@H]1C=C([C@@H]2C([C@H]1C2)(C)C)CO